tert-butyl (R)-2-(3-cyano-5-(5-fluoro pyrimidin-2-yl)phenyl)-4-(methylsulfonyl)piperazine-1-carboxylate C(#N)C=1C=C(C=C(C1)C1=NC=C(C=N1)F)[C@H]1N(CCN(C1)S(=O)(=O)C)C(=O)OC(C)(C)C